bis[2,4-di(t-butyl)phenyl]pentaerythritol diphosphite OP(O)OP(O)O.C(C)(C)(C)C1=C(C=CC(=C1)C(C)(C)C)C(O)(C(CO)(CO)CO)C1=C(C=C(C=C1)C(C)(C)C)C(C)(C)C